1-(4-bromo-3-fluorophenyl)ethan-1-one BrC1=C(C=C(C=C1)C(C)=O)F